C1(CCCC1)OC1=CC=2N(C=C1C(=O)NC=1C(N(C=CC1)C(F)F)=O)C=C(N2)C21COC(C2)(C1)C 7-(Cyclopentyloxy)-N-(1-(difluoromethyl)-2-oxo-1,2-dihydropyridin-3-yl)-2-(1-methyl-2-oxabicyclo[2.1.1]hexan-4-yl)imidazo[1,2-a]pyridine-6-carboxamide